COC=1C(=CC2=C(OCO2)C1)C=O 6-methoxy-1,3-benzodioxole-5-carbaldehyde